C1(CCCCC1)OC([C@@H](C)NP(=O)(OC1=C(C(=C(C(=C1F)F)F)F)F)N[C@@H](C)C(=O)OC1CCCCC1)=O cyclohexyl ((((R)-1-(cyclohexyloxy)-1-oxopropan-2-yl)amino)(perfluoro-phenoxy)phosphoryl)-L-alaninate